NC(CC(CC(C)N)(CC(C)N)CC(C)N)C tetrakis(2'-aminopropyl)methane